S1C(=NC=C1)CO thiazol-2-yl-methanol